1-(4-iodobutyl)-4-methylpyridin-2(1H)-one ICCCCN1C(C=C(C=C1)C)=O